ClC1=C2C(=NN=C1C1=CC=CC=C1)N(N=C2C2=CC=CC=C2)CC(C)(O)C 1-(4-Chloro-3,5-diphenyl-1H-pyrazolo[3,4-c]pyridazin-1-yl)-2-methylpropan-2-ol